(l)-3-(2H-benzotriazol-2-yl)-5-(1,1-dimethylethyl)-4-hydroxy-benzenepropanoic acid methyl ester COC(CCC1=CC(=C(C(=C1)C(C)(C)C)O)N1N=C2C(=N1)C=CC=C2)=O